ClC=1C=C(NC2(CCC3(C(=CC4=CC=CC=C34)CCCCC3=CC=CC=C3)CC2)C(=O)O)C=CC1 (1r,4r)-4-(3-chloroanilino)-2'-(4-phenylbutyl)spiro[cyclohexane-1,1'-indene]-4-carboxylic acid